trans-4-[5-(3,4-difluorophenyl)-6-isopropyl-1H-pyrrolo[2,3-f]indazol-7-yl]cyclohexanecarboxylic acid FC=1C=C(C=CC1F)N1C(=C(C2=C1C=C1C=NNC1=C2)[C@@H]2CC[C@H](CC2)C(=O)O)C(C)C